1,5-diethyl (2S)-2-{[5-(2-chloroacetamido) (trifluoromethyl)pyridin-2-yl]formamido}pentanedioate ClCC(=O)NC=1C=C(C(=NC1)C(=O)N[C@H](C(=O)OCC)CCC(=O)OCC)C(F)(F)F